3-(2-amino-5-bromo-anilino)propan-1-ol NC1=C(NCCCO)C=C(C=C1)Br